Dichloro[1,3-bis(2,6-di-3-pentylphenyl)imidazol-2-ylidene](3-chloropyridyl)palladium Cl[Pd](C1=NC=CC=C1Cl)(=C1N(C=CN1C1=C(C=CC=C1C(CC)CC)C(CC)CC)C1=C(C=CC=C1C(CC)CC)C(CC)CC)Cl